ClC1=CC=C(C=C1)C=1N=C(SC1)OCC1=C(C=CC=C1C)N1N=NN(C1=O)C 1-[2-[[4-(4-chlorophenyl)thiazol-2-yl]oxymethyl]-3-methylphenyl]-4-methyltetrazol-5-one